3-Amino-8-(2,4-dimethoxypyrimidin-5-yl)-7-fluoro-N-propylimidazo[1,2-a]pyridine-2-carboxamide NC1=C(N=C2N1C=CC(=C2C=2C(=NC(=NC2)OC)OC)F)C(=O)NCCC